O1C(NC2=C1C=CC(=C2)NC2=NC(=NC=C2C)NC2=CC=C(C=C2)C(=O)N)=O N4-(benzo[d]oxazol-2(3H)-on-5-yl)-N2-(4-aminocarbonylphenyl)-5-methylpyrimidine-2,4-diamine